N-elaidyl-erucyl-stearylamide C(CCCCCCC\C=C\CCCCCCCC)[N-]CCCCCCCCCCCCCCCCCCCCCCCCCCCCCC\C=C/CCCCCCCC